[Cl-].C(CCCCCCCCCCCCCCC)CCCCCCCCCCCCCCCCCC[NH+](C)C cetylstearyldimethylammonium chloride